methyl 3-(9-((4-(((tert-butoxycarbonyl)amino)methyl)phenyl)carbamoyl)-4,5-dihydrobenzo[b]thieno[2,3-d]oxepin-8-yl)-6-((1-(methoxycarbonyl)cyclohexyl)carbamoyl)picolinate C(C)(C)(C)OC(=O)NCC1=CC=C(C=C1)NC(=O)C1=CC2=C(OCCC3=C2SC=C3)C=C1C=1C(=NC(=CC1)C(NC1(CCCCC1)C(=O)OC)=O)C(=O)OC